N-[(1R)-1-benzyl-1,3-dimethyl-butyl]-7,8-difluoro-quinolinecarboxamide C(C1=CC=CC=C1)[C@](CC(C)C)(C)NC(=O)C1=NC2=C(C(=CC=C2C=C1)F)F